FC1(CC1)C1=NC=NC(=C1C=1N=CC2=C(N1)C=NN2)OC 5-[4-(1-fluorocyclopropyl)-6-methoxy-pyrimidin-5-yl]-1H-pyrazolo[4,3-d]pyrimidine